ClCCCCCCCCC(=O)OCC(CCCCCCCCCC)CCCCCCCC 2-octyldodecyl 9-chlorononanoate